CC(C(=O)O)CC(CCCCCCCC)C 2,4-dimethyl-dodecanoic acid